3-((3-butyl-3-ethyl-5-(4-fluorophenyl)-7-(methylthio)-1,1-dioxido-2,3,4,5-tetrahydro-1,5-benzothiazepin-8-yl)oxy)-2-methoxypropanoic acid C(CCC)C1(CS(C2=C(N(C1)C1=CC=C(C=C1)F)C=C(C(=C2)OCC(C(=O)O)OC)SC)(=O)=O)CC